2-chloro-N-(5-isopropyl-1,3,4-oxadiazol-2-yl)-4-(methylsulfonyl)-3-(propylthio)benzamide ClC1=C(C(=O)NC=2OC(=NN2)C(C)C)C=CC(=C1SCCC)S(=O)(=O)C